stearamidopropyl-dipropylamine C(CCCCCCCCCCCCCCCCC)(=O)NCCCN(CCC)CCC